NC1=CC2=C(N(C(S2)=O)C)C=C1 6-amino-3-methyl-1,3-benzothiazol-2-one